C(CCCCCCCCCCl)(Cl)Cl decanetriyl chloride